methyl (2R,3S,4S)-3-(benzoyloxy)-4-fluorotetrahydrofuran-2-carboxylate C(C1=CC=CC=C1)(=O)O[C@H]1[C@@H](OC[C@@H]1F)C(=O)OC